2-(3-trifluoromethyl-benzenesulfonylamino)-cyclohex-1-enecarboxylic acid FC(C=1C=C(C=CC1)S(=O)(=O)NC1=C(CCCC1)C(=O)O)(F)F